CC1(CN=C(O1)C1=NC=CC=C1N)C (5,5-dimethyl-4,5-dihydrooxazol-2-yl)pyridin-3-amine